N[C@H]1[C@H](N(CC1)C1=NC(=CC(=C1C#N)C(F)(F)F)C)C(=O)N(C)C1=CC(=C(C=C1)F)Cl (2S,3R)-3-amino-N-(3-chloro-4-fluoro-phenyl)-1-[3-cyano-6-methyl-4-(trifluoromethyl)-2-pyridyl]-N-methyl-pyrrolidine-2-carboxamide